C(C)C=1N(C=CC1C1=NC2=C(N1C)C(=CC(=C2)C(=O)N2[C@@H]1CC[C@H](C2)[C@H]1NC(OC(C)(C)C)=O)OC)S(=O)(=O)C1=CC=C(C=C1)C Tert-butyl N-[(1R,4R,7R)-2-{2-[2-ethyl-1-(4-methylbenzenesulfonyl)-1H-pyrrol-3-yl]-7-methoxy-1-methyl-1H-1,3-benzodiazole-5-carbonyl}-2-azabicyclo[2.2.1]heptan-7-yl]carbamate